[Na+].CN1CCC(C1)CCS(=O)(=O)[O-] 2-(N-methyl-4-pyrrolidinyl)ethanesulfonic acid sodium salt